C(C)OC(C(C)C)=O 2-methylpropionic acid ethyl ester